C(CCC)N(CCC(=O)OCCOC)CCC(=O)OCCOC N-butyl-bis[2-(2-methoxyethoxycarbonyl)ethyl]amine